2-(2-(1-(2-fluorobenzyl)-5-(isoxazol-3-yl)-1H-pyrazol-3-yl)-5-nitropyrimidin-4-yl)-2-methylmalonic acid diethyl ester C(C)OC(C(C(=O)OCC)(C)C1=NC(=NC=C1[N+](=O)[O-])C1=NN(C(=C1)C1=NOC=C1)CC1=C(C=CC=C1)F)=O